CC1=CC=C(N=N1)N 6-methylpyridazin-3-amine